Br.BrCC1=CC=C(CN)C=C1 4-(bromomethyl)benzylamine HBr salt